5-(tert-butyl)-N-(3-fluoro-4-(3-(2-(N-methylacrylamido)ethoxy)pyridin-4-yl)benzyl)-1,2,4-oxadiazole-3-carboxamide C(C)(C)(C)C1=NC(=NO1)C(=O)NCC1=CC(=C(C=C1)C1=C(C=NC=C1)OCCN(C(C=C)=O)C)F